BrC=1C(=C(N)C(=CC1)[N+](=O)[O-])OC 3-Bromo-2-methoxy-6-nitro-aniline